3-(2-isopropylphenyl)-1-((5-methoxypyridin-2-yl)methyl)piperazine C(C)(C)C1=C(C=CC=C1)C1CN(CCN1)CC1=NC=C(C=C1)OC